OC=1C=CC(=NC1)C1=NC=CC=C1 5-hydroxy-[2,2'-bipyridine]